(±)-trans-N-[8-chloro-6-[1-(p-toluenesulfonyl)pyrrolo[2,3-b]pyridin-4-yl]-3-isoquinolinyl]-2-cyano-cyclopropanecarboxamide ClC=1C=C(C=C2C=C(N=CC12)NC(=O)[C@H]1[C@@H](C1)C#N)C1=C2C(=NC=C1)N(C=C2)S(=O)(=O)C2=CC=C(C)C=C2 |r|